3-(1'-((2,3-dihydrobenzo[b][1,4]dioxin-5-yl)methyl)-7-oxo-5,7-dihydro-2H,6H-spiro[furo[2,3-f]isoindole-3,4'-piperidin]-6-yl)piperidine-2,6-dione O1C2=C(OCC1)C(=CC=C2)CN2CCC1(CC2)COC2=CC=3C(N(CC3C=C21)C2C(NC(CC2)=O)=O)=O